C(CCC)(=O)OC=1C(=NC=CC1OC)C(N[C@@H](C)C=1OC(=NN1)C1=CC(=CC=C1)C(C)C)=O (S)-2-((1-(5-(3-isopropylphenyl)-1,3,4-oxadiazol-2-yl)ethyl)carbamoyl)-4-methoxypyridin-3-yl butyrate